N5-[6-(dimethylamino)-3-pyridinyl]-N2,N2-dimethyl-2,5-Pyrimidinediamine CN(C1=CC=C(C=N1)NC=1C=NC(=NC1)N(C)C)C